4-fluoro-N-[(1s,4s)-4-{[2-(difluoromethyl)-6-fluoroquinolin-4-yl]amino}cyclohexyl]benzamide FC1=CC=C(C(=O)NC2CCC(CC2)NC2=CC(=NC3=CC=C(C=C23)F)C(F)F)C=C1